(4-pyridyl)-1,2-phenylenediamine N1=CC=C(C=C1)NC1=C(C=CC=C1)N